benzyl (3S*,4S)-4-fluoro-3-hydroxypiperidine-1-carboxylate F[C@@H]1[C@H](CN(CC1)C(=O)OCC1=CC=CC=C1)O |o1:2|